NC1=CC(=C2NC(CCCCCC(C3=NN=C(C1=N2)O3)(O)C(F)(F)F)(C)C)C(F)(F)F 17-Amino-12,12-dimethyl-6,15-bis(trifluoromethyl)-19-oxa-3,4,13,18-tetrazatricyclo[12.3.1.12,5]nonadeca-1(18),2,4,14,16-pentaen-6-ol